1-benzyl-5-(tert-butyloxycarbonyl)octahydropyrrolo-pyrrole-2-carboxylic acid C(C1=CC=CC=C1)N1C(CC2C1CC(N2)C(=O)OC(C)(C)C)C(=O)O